1-benzyl 2-methyl trans-3-(fluoromethyl)pyrrolidine-1,2-dicarboxylate FC[C@H]1[C@@H](N(CC1)C(=O)OCC1=CC=CC=C1)C(=O)OC